tert-butyl 4-{[(4-{[6-(5-chloro-2-fluorophenyl)-3-methylpyridazin-4-yl] amino}pyridin-2-yl)carbamoyl] methyl}-1,4-diazepane-1-carboxylate ClC=1C=CC(=C(C1)C1=CC(=C(N=N1)C)NC1=CC(=NC=C1)NC(=O)CN1CCN(CCC1)C(=O)OC(C)(C)C)F